NC1=NC=2C=NC(=CC2C2=C1N(N=C2)C)C(=O)N2[C@@H]1[C@H](CCC2)OC2=C1C=CC(=C2)C(F)(F)F (4-amino-3-methyl-3H-pyrazolo[3,4-c][1,7]naphthyridin-8-yl)((4aS,9bS)-7-(trifluoromethyl)-3,4,4a,9b-tetrahydrobenzofuro[3,2-b]pyridin-1(2H)-yl)methanone